BrC=1C=CC(=C(C1)[C@@H](C(F)F)NS(=O)C(C)(C)C)F N-[(1S)-1-(5-bromo-2-fluorophenyl)-2,2-difluoroethyl]-2-methylpropane-2-sulfinamide